4-[4-chloro-3-[([1-[4-(2-cyclopropoxyphenyl)pyridin-3-yl]cyclopropyl]amino) methyl]phenyl]pentyl methanesulfonate CS(=O)(=O)OCCCC(C)C1=CC(=C(C=C1)Cl)CNC1(CC1)C=1C=NC=CC1C1=C(C=CC=C1)OC1CC1